C\C(=C/COC1CC([C@@H]([C@H](O1)CO)O)=O)\CCC=C(C)C (2R,3R)-6-(((E)-3,7-dimethylocta-2,6-dien-1-yl)oxy)-3-hydroxy-2-(hydroxymethyl)tetrahydro-4H-pyran-4-one